O=C1C(=CC(=CN1)C[C@H](C)N(C([O-])=O)C1CN(C1)C1=NC=C(C=N1)C(F)(F)F)C(F)(F)F (S)-1-(6-Oxo-5-(trifluoromethyl)-1,6-dihydropyridin-3-yl)propan-2-yl(1-(5-(trifluoromethyl)pyrimidin-2-yl)azetidin-3-yl)carbamate